ClC=1C=C(C=CC1)N1N=CC(=C1)CC(=O)NC1=NNC(=C1)C1CC1 2-[1-(3-chlorophenyl)-1H-pyrazol-4-yl]-N-(5-cyclopropyl-1H-pyrazol-3-yl)acetamide